methoxy-4-methylsulfonyl-benzene COC1=CC=C(C=C1)S(=O)(=O)C